4-(4-((5-chloro-4-(4-((1-cyanopropyl)carbamoyl)phenyl)pyrimidin-2-yl)amino)-1H-pyrazol-1-yl)piperidine-1-carboxylic acid benzyl ester C(C1=CC=CC=C1)OC(=O)N1CCC(CC1)N1N=CC(=C1)NC1=NC=C(C(=N1)C1=CC=C(C=C1)C(NC(CC)C#N)=O)Cl